FC([C@@](N)(C1=CC2=CC=CC=C2C=C1)C1=CC=C(C=C1)OC)(F)F (S)-2,2,2-trifluoro-1-(4-methoxyphenyl)-1-(naphthalen-2-yl)ethan-1-amine